1,1'-(4-methyl-m-phenylene)-bis-(3,3-dimethyl-urea) CC1=C(C=C(C=C1)NC(=O)N(C)C)NC(=O)N(C)C